N(=[N+]=[N-])[C@H]1CO[C@@H](C2=CC(=CC=C12)C(F)(F)F)C |r| Rac-(1R,4R)-4-azido-1-methyl-7-(trifluoromethyl)isochromane